3-(4-((8-(5-methyl-2,5-diazabicyclo[2.2.2]octan-2-yl)octyl)thio)-1-oxoisoindolin-2-yl)piperidine-2,6-dione CN1C2CN(C(C1)CC2)CCCCCCCCSC2=C1CN(C(C1=CC=C2)=O)C2C(NC(CC2)=O)=O